C[C@@H]1N(CCC1)C(=O)O[C@H]1C[C@H](CC1)C1=CC(=NN1)NC(CC=1SC=C(N1)C)=O (1R,3S)-3-(3-{[(4-methyl-1,3-thiazol-2-yl)acetyl]amino}-1H-pyrazol-5-yl)cyclopentyl (2S)-2-methylpyrrolidine-1-carboxylate